trans-4-(1-acetyl-5-methylpiperazin-2-yl)-6-chloro-6'-fluoro-N-methyl-[2,4'-bipyridine]-2'-carboxamide C(C)(=O)N1[C@H](CN[C@@H](C1)C)C1=CC(=NC(=C1)Cl)C1=CC(=NC(=C1)F)C(=O)NC